L-leucyl-glycine hydrate O.N[C@@H](CC(C)C)C(=O)NCC(=O)O